C[C@H]1N([C@@H](COC1)C)C=1N=C2N(C(C1)=O)CC[C@H](N2CC2=CC(=NO2)C)C(F)(F)F (S)-2-((3R,5R)-3,5-Dimethylmorpholin-4-yl)-9-(3-methyl-isoxazol-5-ylmethyl)-8-trifluoromethyl-6,7,8,9-tetrahydro-pyrimido[1,2-a]-pyrimidin-4-one